ClC=1C(=CC(=NC1)NC=1C(=NN(C1)C1CCN(CC1)C)C)NCCCN1C(OCCC1)=O 3-(3-((5-chloro-2-((3-methyl-1-(1-methylpiperidin-4-yl)-1H-pyrazol-4-yl)amino)pyridin-4-yl)amino)propyl)-1,3-oxazinan-2-one